BrC1=NC(=C(C=2N=C(N=C(C21)N2[C@H]([C@@H]1CC[C@H](C2)N1C(=O)OC(C)(C)C)CCC=C)SCC)F)Cl tert-butyl (1S,2S,5R)-3-(5-bromo-7-chloro-2-(ethylthio)-8-fluoropyrido[4,3-d]pyrimidin-4-yl)-2-(but-3-en-1-yl)-3,8-diazabicyclo[3.2.1]octane-8-carboxylate